2-[3-ethylsulfonyl-6-(trifluoromethyl)pyrazolo[1,5-a]pyridine-2-yl]-3-methyl-6-(trifluoromethyl)imidazo[4,5-b]pyridine C(C)S(=O)(=O)C=1C(=NN2C1C=CC(=C2)C(F)(F)F)C2=NC=1C(=NC=C(C1)C(F)(F)F)N2C